carbonyl-6-hydroxy-2H-naphtho[1,2-b]pyrane C(=O)=C1C=CC2=C(O1)C1=CC=CC=C1C(=C2)O